(2R,3R,5R)-2-((bis(4-methoxyphenyl)(phenyl)methoxy)methyl)-5-(5-methyl-2,4-dioxo-3,4-dihydropyrimidin-1(2H)-yl)tetrahydrofuran-3-yl (2-cyanoethyl) diisopropylphosphoramidite C(C)(C)N(P(O[C@H]1[C@H](O[C@H](C1)N1C(NC(C(=C1)C)=O)=O)COC(C1=CC=CC=C1)(C1=CC=C(C=C1)OC)C1=CC=C(C=C1)OC)OCCC#N)C(C)C